1H-imidazole-4,5-dicarboxylic acid N1C=NC(=C1C(=O)O)C(=O)O